Cl.Cl.CC=1N=CNC1CSCCN 2-(((4-methyl-1H-imidazole-5-yl)methyl)sulfenyl)ethylamine dihydrochloride